CCCCCC=CCCCC 6-undecene